6-(2,2-Difluoro-6-(2-methylpyridin-4-yl)morpholino)-8-(2,4-difluorophenyl)-2,3-dimethylpyrimidino[5,4-d]pyrimidin-4(3H)-one FC1(OC(CN(C1)C=1N=C(C=2N=C(N(C(C2N1)=O)C)C)C1=C(C=C(C=C1)F)F)C1=CC(=NC=C1)C)F